IC=1C(=NC=C(C1)C(F)(F)F)C 3-iodo-2-methyl-5-(trifluoromethyl)pyridine